ClC1=C(C=CC=C1)CC(=O)NC1=CC(=C(C=C1)C=1C=NC(=NC1)C)S(N)(=O)=O 2-(2-Chlorophenyl)-N-[4-(2-methylpyrimidin-5-yl)-3-sulfamoylphenyl]acetamide